(5-chloro-2-((1-ethyl-1H-pyrazol-4-yl)amino)-7H-pyrrolo[2,3-d]pyrimidin-4-yl)-1,6-diazaspiro[3.5]nonane-6-carboxylic acid tert-butyl ester C(C)(C)(C)OC(=O)N1CC2(CCN2C=2C3=C(N=C(N2)NC=2C=NN(C2)CC)NC=C3Cl)CCC1